N-(3-(2-(((tert-butyldiphenylsilyl)oxy)methyl)-5-chloropyridin-3-yl)oxetan-3-yl)-2-methylpropane-2-sulfinamide [Si](C1=CC=CC=C1)(C1=CC=CC=C1)(C(C)(C)C)OCC1=NC=C(C=C1C1(COC1)NS(=O)C(C)(C)C)Cl